C(C)(C)(C)N(C(O)=O)CC1=C(C=C(C(=C1)F)F)COCC1=CC=CC=C1.O=C1N(CCC(N1)=O)C1=CC=C(C=C1)NC(CCCCCCCN1CCCCC1)=O N-(4-(2,4-dioxotetrahydropyrimidin-1(2H)-yl)phenyl)-8-(piperidin-1-yl)octanamide tert-butyl-(2-((benzyloxy)methyl)-4,5-difluorobenzyl)carbamate